7-(3-((tert-butyldimethylsilyl)oxy)cyclobutoxy)-2-((7-methyl-5-(methylsulfonyl)-1H-indol-4-yl)methyl)-2H-indazole-6-carbonitrile [Si](C)(C)(C(C)(C)C)OC1CC(C1)OC1=C(C=CC2=CN(N=C12)CC1=C2C=CNC2=C(C=C1S(=O)(=O)C)C)C#N